trans-4-methacryloylhydroxyazobenzene C(C(=C)C)(=O)C1=CC=C(C=C1)N=NC1=C(C=CC=C1)O